NC1=CC=NC=2N1N=CC2N(CCO)CCO 2-[(7-amino-pyrazolo-[1,5-a]-pyrimidin-3-yl)-(2-hydroxy-ethyl)-amino]-ethanol